Cl.FC(C=1C(=C(C=C(C1)[N+](=O)[O-])C(C)N)F)F 1-(3-(difluoromethyl)-2-fluoro-5-nitrophenyl)ethan-1-amine hydrochloride